N1(CCCC2=CC=CC=C12)C(=O)O.NC1=NN(C(=C1NCCO)N)C 3,5-diamino-4-(β-hydroxyethyl)amino-1-methylpyrazole 3,4-dihydroquinolin-1(2H)-carboxylate